N-[(2-aminoquinolin-7-yl)methyl]-N-(4,4-difluoro-1,1-dioxo-3,4-dihydro-2H-1λ6-benzothiopyran-8-yl)acetamide NC1=NC2=CC(=CC=C2C=C1)CN(C(C)=O)C1=CC=CC=2C(CCS(C21)(=O)=O)(F)F